Ethyl (R)-5-cyclopropyl-1-(3-(5-(3-hydroxy-1-methyl-2-oxopyrrolidin-3-yl)isoxazol-3-yl)phenyl)-1H-indazole-3-carboxylate C1(CC1)C=1C=C2C(=NN(C2=CC1)C1=CC(=CC=C1)C1=NOC(=C1)[C@]1(C(N(CC1)C)=O)O)C(=O)OCC